O1C(=NC2=C1C=CC=C2)C2=C(SC=C2)C=2OC1=C(N2)C=CC=C1 bis-benzoxazolylthiophene